C1[C@@H](CCC=2C3=CC=CC=C3NC12)NC(OC(C)(C)C)=O tert-butyl (R)-(2,3,4,9-tetrahydro-1H-carbazol-2-yl)carbamate